(R)-N-cyclopropyl-N-(piperidin-3-yl)pyridazin-3-amine C1(CC1)N(C=1N=NC=CC1)[C@H]1CNCCC1